methyl (S)-2-amino-4-(bis((2S,3R,4R,5R)-2,3,4,5,6-pentahydroxyhexyl) amino)butanoate N[C@H](C(=O)OC)CCN(C[C@@H]([C@H]([C@@H]([C@@H](CO)O)O)O)O)C[C@@H]([C@H]([C@@H]([C@@H](CO)O)O)O)O